N-[rac-(4S,5R)-7-ethyl-4-(4-fluorophenyl)-1-(3-hydroxyphenyl)-3-methyl-6-oxo-4,5-dihydropyrazolo[3,4-b]pyridine-5-yl]-3-(trifluoromethyl)benzamide C(C)N1C2=C([C@@H]([C@H](C1=O)NC(C1=CC(=CC=C1)C(F)(F)F)=O)C1=CC=C(C=C1)F)C(=NN2C2=CC(=CC=C2)O)C |r|